CC1=C(C=NN1)C1=CC=2N=C(NC(C2S1)=O)CNCC1(CC1)C=1SC=CC1 6-(5-methyl-1H-pyrazol-4-yl)-2-({[(1-(thiophen-2-yl)cyclopropyl)methyl]amino}methyl)thieno[3,2-d]pyrimidin-4(3H)-one